methyl 2-(bromomethyl)-6-bromonicotinate BrCC1=C(C(=O)OC)C=CC(=N1)Br